ClC1=NC(=NC(=N1)Cl)NC1=CC=C(C=C1)O N-(4,6-dichloro-1,3,5-triazin-2-yl)-4-hydroxy-aniline